O(C1=CC=CC=C1)C1=CC=C(C=N1)C(=O)NC=1C=CC2=C(N=C(O2)C=2C=NC=CC2)C1 6-Phenoxy-N-[2-(pyridin-3-yl)-1,3-benzoxazol-5-yl]pyridine-3-carboxamide